methyl 4-((1-(tert-butoxycarbonyl)piperidin-3-yl)methylamino)-6-chloropyridazine-3-carboxylate C(C)(C)(C)OC(=O)N1CC(CCC1)CNC1=C(N=NC(=C1)Cl)C(=O)OC